4,5-difluoro-2-(trimethylsilyl)phenol trifluoromethanesulfonate FC(S(=O)(=O)OC1=C(C=C(C(=C1)F)F)[Si](C)(C)C)(F)F